9-(4-(4-bromo-1-methyl-1H-imidazol-2-yl)benzyl)-2-(2-isopropylphenyl)-7-methyl-7,9-dihydro-8H-purin-8-one BrC=1N=C(N(C1)C)C1=CC=C(CN2C3=NC(=NC=C3N(C2=O)C)C2=C(C=CC=C2)C(C)C)C=C1